tert-butyl (1-((5-((4-(bis(2,4-dimethoxybenzyl)amino)-2-(((R or S)-1-hydroxyhexan-3-yl)oxy)imidazo[2,1-f][1,2,4]triazin-7-yl)methyl)pyridin-2-yl)oxy)propan-2-yl)(methyl)carbamate COC1=C(CN(C2=NC(=NN3C2=NC=C3CC=3C=CC(=NC3)OCC(C)N(C(OC(C)(C)C)=O)C)O[C@@H](CCO)CCC)CC3=C(C=C(C=C3)OC)OC)C=CC(=C1)OC |o1:36|